FC=1C(=C(C=CC1)NC(=S)C=1C(NCCC1NCC1=C(C=NC=C1)OC[C@H]1N(CCC1)C(=O)OC(C)(C)C)=O)C tert-butyl (2S)-2-[([4-[([3-[(3-fluoro-2-methylphenyl)carbamothioyl]-2-oxo-5,6-dihydro-1H-pyridin-4-yl]amino)methyl]pyridin-3-yl]oxy)methyl]pyrrolidine-1-carboxylate